O-Methyl-hydroxylamine hydrochloride Cl.CON